C(C(C)C)(=O)N(CCCCCCCCCCCC)C1[C@H](O)[C@@H](O)[C@H](O)CO1 N-(i-butanoyl)-N-dodecyl-xylosylamine